FC1=CC=C(C=C1)C12CC3(CC(CC(C1)C3)C2)C(C)=O 1-[3-(4-Fluoro-phenyl)-adamantan-1-yl]ethanone